(R)-N-(1-methylpiperidin-4-yl)-3-(3-((1,1,1-trifluoropropan-2-yl)carbamoyl)pyrazolo[1,5-a]pyridin-5-yl)-1H-pyrrolo[2,3-b]pyridine-5-carboxamide CN1CCC(CC1)NC(=O)C=1C=C2C(=NC1)NC=C2C2=CC=1N(C=C2)N=CC1C(N[C@@H](C(F)(F)F)C)=O